N1=CN=CC=2OCCNC21 6,7-dihydropyrimido[5,4-b][1,4]oxazin